CC=1C(=C2C=NNC2=CC1)C1=CC=NC2=C(C=NC=C12)N1CC(C1)C(C=C)=O 1-(1-(4-(5-methyl-1H-indazol-4-yl)-1,6-naphthyridin-8-yl)azetidin-3-yl)prop-2-en-1-one